(S)-N-((R)-(1-(5-chloro-6-oxo-1,6-dihydropyridine-3-carbonyl)piperidin-4-yl)(3,4-dichloro-2-fluoro-6-hydroxyphenyl)methyl)-2-methylpropane-2-sulfinamide ClC1=CC(=CNC1=O)C(=O)N1CCC(CC1)[C@@H](N[S@@](=O)C(C)(C)C)C1=C(C(=C(C=C1O)Cl)Cl)F